N[C@H]1[C@@H](C1)C1=CC=C(C=C1)NC(C1=CC=C(C=C1)OC)=O trans-N-(4-(2-aminocyclopropyl)phenyl)-4-methoxybenzamide